BrC1=C(C(=O)NS(=O)(=O)C2=CC(=C(C=C2)NCC2CCOCC2)[N+](=O)[O-])C=CC(=C1)N1CCN(CC1)CC1=C(CC(CC1)(C)C)C1=CC=C(C=C1)Cl 2-bromo-4-(4-((2-(4-chlorophenyl)-4,4-dimethylcyclohexan-1-enyl)methyl)piperazin-1-yl)-N-(3-nitro-4-((tetrahydro-2H-pyran-4-yl)methylamino)benzenesulfonyl)benzamide